C(C(C)C)[AlH]CC(C)C.[Ar] argon diisobutylaluminum hydride